F[B-]1(OC(C(O1)=O)=O)F.[Li+] lithium 2,2-difluoro-4,5-dioxo-1,3,2-dioxaborolane-2-uide